O1[C@@H](COCC1)CN(S(NC=1C=CC2=C(C(C=3C(=NC=C(C3)C=3C=NN(C3)C)C=C2)=O)C1)(=O)=O)C N-[(2R)-1,4-dioxan-2-ylmethyl]-N-methyl-N'-[3-(1-methyl-1H-pyrazol-4-yl)-5-oxo-5H-benzo[4,5]cyclohepta[1,2-b]pyridin-7-yl]sulfuric diamide